(trifluoromethyl)-phenyl-glycine FC(F)(F)N(CC(=O)O)C1=CC=CC=C1